C(C)(C)(C)OOC(C)(C)C1=CC(=CC(=C1)C(C)(C)OOC(C)(C)C)C(C)(C)OOC(C)(C)C 1,3,5-tris[(tert-butylperoxy)-isopropyl]benzene